tert-Butyl (R)-5-((R)-(2-chlorophenyl)(hydroxy)methyl)-2,2-dimethylpyrrolidine-1-carboxylate ClC1=C(C=CC=C1)[C@H]([C@H]1CCC(N1C(=O)OC(C)(C)C)(C)C)O